C(C)(C)(C)C1=NC(=NO1)C(=O)NC[C@H]1[C@H](CN(CC1)C=1C=2N(C=C(N1)C=1C=NN(C1)C)N=CC2)F 5-(tert-butyl)-N-(((3R,4S)-3-fluoro-1-(6-(1-methyl-1H-pyrazol-4-yl)pyrazolo[1,5-a]pyrazin-4-yl)piperidin-4-yl)methyl)-1,2,4-oxadiazole-3-carboxamide